FC=1C(=NC(N([C@H]2CC[C@@H](CO)O2)C1)=O)N L-2',3'-dideoxy-5-fluoro-cytidine